N-(3-(3,3-difluorocyclobutyl)-1-methyl-4-(m-tolyl)-1H-pyrazol-5-yl)-3,3-difluorocyclobutane-1-carboxamide FC1(CC(C1)C1=NN(C(=C1C=1C=C(C=CC1)C)NC(=O)C1CC(C1)(F)F)C)F